CC1=C(C(=O)OC2=CC=CC=C2)C=CC(=C1)C phenyl 2,4-dimethylbenzoate